BrC1=CC(=C(C=C1)C=1OC(=NN1)CC1OCCCC1)C 2-(4-bromo-2-methylphenyl)-5-((tetrahydro-2H-pyran-2-yl)methyl)-1,3,4-oxadiazole